2-(tert-butylamino)-1-(3,4-dichlorophenyl)ethanol C(C)(C)(C)NCC(O)C1=CC(=C(C=C1)Cl)Cl